4-((((trans)-2-(hydroxymethyl)cyclopropyl)methyl)amino)-1-phenyl-7-(trifluoromethyl)quinazolin-2(1H)-one OC[C@H]1[C@@H](C1)CNC1=NC(N(C2=CC(=CC=C12)C(F)(F)F)C1=CC=CC=C1)=O